7-bromo-6-chloro-N-[5-(2-cyanoethyl)-4-methoxy-pyrimidin-2-yl]-1H-indole-3-sulfonic acid amide BrC=1C(=CC=C2C(=CNC12)S(=O)(=O)NC1=NC=C(C(=N1)OC)CCC#N)Cl